C(C(=C)C)(=O)OCCNC(N)=S 3-(2-methacryloyloxyethyl)thiourea